ClC=1C=C(CNC(C(C)(C)C=2N=NC(=CC2)OC)=O)C=C(C1C1C(NC(CC1)=O)=O)Cl N-(3,5-dichloro-4-(2,6-dioxopiperidin-3-yl)benzyl)-2-(6-methoxypyridazin-3-yl)-2-methylpropanamide